ethyl-(S)-3-(4-fluoro-2',4',5,6'-tetramethyl-[1,1'-biphenyl]-3-yl)-((S)-3-cyclopropyl-2-(3-(2-(3-fluoroazetidin-1-yl)ethyl)-4-methyl-6-oxopyridazin-1(6H)-yl)propanoamide) C(C)[C@@](C(=O)N)([C@@H](C1CC1)C=1C=C(C=C(C1F)C)C1=C(C=C(C=C1C)C)C)N1N=C(C(=CC1=O)C)CCN1CC(C1)F